N-(tert-butyl)-1-methyl-5-(5'-(methylsulfonamido)spiro[cyclohexane-1,3'-indoline]-1'-carbonyl)-1H-pyrrole-3-sulfonamide C(C)(C)(C)NS(=O)(=O)C1=CN(C(=C1)C(=O)N1CC2(C3=CC(=CC=C13)NS(=O)(=O)C)CCCCC2)C